2,4,6-trifluoro-N-[6-(1-methyl-piperidin-4-ylcarbonyl)-pyridin-2-yl]-benzamide monohydrochloride salt Cl.FC1=C(C(=O)NC2=NC(=CC=C2)C(=O)C2CCN(CC2)C)C(=CC(=C1)F)F